C(N)(=O)C1(CN(CCC1)C(=O)OC(C)(C)C)C1=NC(=CC=C1)C tert-butyl 3-carbamoyl-3-(6-methylpyridin-2-yl)piperidine-1-carboxylate